NC=1C2=C(N=CN1)N(C=C2)[C@@H]2C=C([C@H]1OC(O[C@H]12)(C)C)C(C)OC1=CC=C2C=CC(=NC2=C1)NC 7-(1-((3aS,4R,6aR)-4-(4-amino-7H-pyrrolo[2,3-d]pyrimidin-7-yl)-2,2-dimethyl-3a,6a-dihydro-4H-cyclopenta[d][1,3]dioxol-6-yl)ethoxy)-N-methyl-quinolin-2-amine